tert-butyl 2-{[3-(cyanomethyl)-4-(1-methylpiperidin-4-yl)phenyl]amino}5H,6H,7H,8H-pyrido[3,4-d]pyrimidine-7-carboxylate C(#N)CC=1C=C(C=CC1C1CCN(CC1)C)NC=1N=CC2=C(N1)CN(CC2)C(=O)OC(C)(C)C